[F-].FC(C(C(C(F)(F)F)(F)F)(F)F)(I)F perfluoroiodobutane, fluoride salt